2-benzyl-5-[4-fluoro-2-(trifluoromethyl)phenoxy]-1,2,3,4-tetrahydro-2,6-naphthyridine C(C1=CC=CC=C1)N1CC2=CC=NC(=C2CC1)OC1=C(C=C(C=C1)F)C(F)(F)F